C1(CCC1)N1CCC=2C1=CC=1C(=NN=C(C1C2)C)N[C@H](C)C=2C(=C(C#N)C=CC2)C (R)-3-(1-((1-cyclobutyl-5-methyl-2,3-dihydro-1H-pyrrolo[2,3-g]phthalazin-8-yl)amino)ethyl)-2-methylbenzonitrile